FC1(CCC(CC1)OC1=CC(=CC=2N1N=C(N2)N[C@@H]2[C@@H](CN(CC2)S(=O)(=O)C)C)C=2C=NNC2)F ((4,4-Difluorocyclohexyl)oxy)-N-((3R,4S)-3-methyl-1-(methylsulfonyl)piperidin-4-yl)-7-(1H-pyrazol-4-yl)-[1,2,4]triazolo[1,5-a]pyridin-2-amine